6-ethylmercapto-3-[(1-methyl-1H-1,2,4-triazole-3-yl)methyl]-1,3,5-triazine-2,4(1H,3H)-dione C(C)SC1=NC(N(C(N1)=O)CC1=NN(C=N1)C)=O